COC1=CC=C(C=C1)S(=O)(=O)C1=C2C(=CC3=C1C(=NO3)C)NC(N2CC2=CC(=CC=C2)OCCC)=O (4-methoxyphenyl)sulfonyl-3-methyl-5-(3-propoxybenzyl)-5,7-dihydro-6H-imidazo[4',5':4,5]benzo[1,2-d]isoxazol-6-one